6-[[4-chloro-6-(2,6-dimethylphenyl)pyrimidin-2-yl]sulfamoyl]pyrazine-2-carboxylic acid ClC1=NC(=NC(=C1)C1=C(C=CC=C1C)C)NS(=O)(=O)C1=CN=CC(=N1)C(=O)O